ethyl-2-bromoisonicotinic acid C(C)C1=C(C(=O)O)C=CN=C1Br